Perfluorophenyl (E)-4-oxo-4-phenylbut-2-enoate O=C(/C=C/C(=O)OC1=C(C(=C(C(=C1F)F)F)F)F)C1=CC=CC=C1